C(C1=CC=CC=C1)N1CCCC2=CC(=CC=C12)OC(NCCCCCCC)=O heptyl-carbamic acid 1-benzyl-1,2,3,4-tetrahydro-quinolin-6-yl ester